C1(CC1)C=1C=C(C=CC1)C1CC2(C1)CCN(CC2)C(=O)C2CC1(C2)NC(OC1)=O (2s,4s)-2-[2-(3-Cyclopropylphenyl)-7-azaspiro[3.5]nonane-7-carbonyl]-7-oxa-5-azaspiro[3.4]octan-6-one